4-bromo-2,3-dihydrobenzofuran-7-carboxylic acid methyl ester COC(=O)C1=CC=C(C=2CCOC21)Br